8-chloro-2-((2,4-dichlorophenyl)amino)-3-(1-hydroxyethyl)-5-nitroquinolin-4(1H)-one ClC=1C=CC(=C2C(C(=C(NC12)NC1=C(C=C(C=C1)Cl)Cl)C(C)O)=O)[N+](=O)[O-]